4-benzyl-N-(1-methyl-2-oxo-8-(7-oxa-2-azaspiro[3.5]nonan-2-yl)-2,3,4,5-tetrahydro-1H-benzo[b]azepin-3-yl)-1H-pyrazole-1-carboxamide C(C1=CC=CC=C1)C=1C=NN(C1)C(=O)NC1CCC2=C(N(C1=O)C)C=C(C=C2)N2CC1(C2)CCOCC1